imidazo[1,2-a]pyridine-6-carboxylic acid methyl ester COC(=O)C=1C=CC=2N(C1)C=CN2